6-(2-(1H-indazol-1-yl)acetyl)-2-(1-phenylcyclopropyl)-5,6,7,8-tetrahydropyrido[4,3-d]pyrimidin-4(3H)-one N1(N=CC2=CC=CC=C12)CC(=O)N1CC2=C(N=C(NC2=O)C2(CC2)C2=CC=CC=C2)CC1